OC1=CC=C2CCCC(C2=C1[N+](=O)[O-])=O 7-Hydroxy-8-nitro-3,4-dihydronaphthalen-1(2H)-one